S(=O)(=O)(OCC(CCCC)CC)[O-] 2-ethylhexyl sulfate